trans-tert-butyl ((1r,4r)-4-((5-fluoro-4-(4-(2-oxopyridin-1(2H)-yl)-1H-pyrazol-1-yl)pyrimidin-2-yl)amino)cyclohexyl)carbamate FC=1C(=NC(=NC1)N[C@@H]1CC[C@H](CC1)NC(OC(C)(C)C)=O)N1N=CC(=C1)N1C(C=CC=C1)=O